(3s,4s)-1-[2-[5-bromo-2-(8-chloro-4-oxo-chromen-2-yl)phenoxy]ethyl]-4-methyl-pyrrolidine-3-carboxylic acid BrC=1C=CC(=C(OCCN2C[C@H]([C@@H](C2)C)C(=O)O)C1)C=1OC2=C(C=CC=C2C(C1)=O)Cl